C(C)(C)(C)[C@@H]1CC=2C=C3C(=NC2CC1)SC(=C3)C#N (6S)-6-tert-butyl-5H,6H,7H,8H-thieno[2,3-b]quinoline-2-carbonitrile